ClC1=C(C=C2C(=CNC2=C1)C(=O)O)C=1C=NN(C1)C 6-chloro-5-(1-methyl-1H-pyrazol-4-yl)-1H-indole-3-carboxylic acid